sodium N-(5-bromo-6-methylpyridin-2-yl)sulfonamide BrC=1C=CC(=NC1C)NS(=O)=O.[Na]